p-methoxytriphenylthiazine COC1=C(NSC(=C1C1=CC=CC=C1)C1=CC=CC=C1)C1=CC=CC=C1